(2-((1-((dimethylamino)methyl)cyclopropyl)methoxy)-4-(1,1-dioxido-1,4-thiazepan-4-yl)-5,7-dihydro-6H-pyrrolo[3,4-d]pyrimidin-6-yl)(3-hydroxy-8-iodonaphthalen-1-yl)methanone CN(C)CC1(CC1)COC=1N=C(C2=C(N1)CN(C2)C(=O)C2=CC(=CC1=CC=CC(=C21)I)O)N2CCS(CCC2)(=O)=O